9,10-diisocyanatoanthracene N(=C=O)C=1C2=CC=CC=C2C(=C2C=CC=CC12)N=C=O